C1=CC=2OC(OC3=C(C2C=2C=CC=CC12)C1=CC=CC=C1C=C3)CC(=O)C3=CC(=CC=C3)OC 2-(dinaphtho[2,1-d:1',2'-f][1,3]dioxepin-4-yl)-1-(3-methoxyphenyl)ethan-1-one